ClC1=CC(=CC=2N=CSC21)F 7-chloro-5-fluoro-1,3-benzothiazole